N7-(cis-3-hydroxy-3-methyl-cyclobutyl)pyrazolo[1,5-a]pyrimidine-3,7-dicarboxamide OC1(CC(C1)NC(=O)C1=CC=NC=2N1N=CC2C(=O)N)C